methyl 5-(cyclopropylamino)-3-(4-fluoro-2-methyl-phenoxy)-6-(trifluoromethyl)pyridazine-4-carboxylate C1(CC1)NC=1C(=C(N=NC1C(F)(F)F)OC1=C(C=C(C=C1)F)C)C(=O)OC